trans-methyl-1,3-dioxolan-one CC1OC(OC1)=O